N(=N\C(C#N)(C)C)/C(C#N)(C)C 2,2'-[(E)-1,2-diazenediyl]bis(2-methylpropanenitrile)